N-((2-(6-(4-amino-3,3-difluoropiperidin-1-yl)pyridin-2-yl)-1,6-naphthyridin-7-yl)methyl)-4-methyl-3-(methylsulfonyl)benzamide NC1C(CN(CC1)C1=CC=CC(=N1)C1=NC2=CC(=NC=C2C=C1)CNC(C1=CC(=C(C=C1)C)S(=O)(=O)C)=O)(F)F